1-(β-aminoethyl)amino-2-nitro-4-(β-hydroxyethyloxy)benzene NCCNC1=C(C=C(C=C1)OCCO)[N+](=O)[O-]